3-ethyl-3-[5-[2-[4-(trifluoromethyl)anilino]-3-pyridinyl]-1,3,4-oxadiazol-2-yl]piperidin-2-one C(C)C1(C(NCCC1)=O)C=1OC(=NN1)C=1C(=NC=CC1)NC1=CC=C(C=C1)C(F)(F)F